2,2-dimethyl-4-ethyl-3-propylpentane-1,5-diol CC(CO)(C(C(CO)CC)CCC)C